C(C(=C)C)(=O)[O-].[Sr+2].C(C(=C)C)(=O)[O-] Strontium methacrylate